tert-Butyl 4-(4-(((tert-butyldimethylsilyl)oxy)methyl)thiazol-2-yl)-4-hydroxypiperidine-1-carboxylate [Si](C)(C)(C(C)(C)C)OCC=1N=C(SC1)C1(CCN(CC1)C(=O)OC(C)(C)C)O